3-butyramido-2-((5-nitrothiazol-2-yl)carbamoyl)phenylbutyrate C(CCC)(=O)NC=1C(=C(C=CC1)OC(CCC)=O)C(NC=1SC(=CN1)[N+](=O)[O-])=O